(1S,2S)-N-(6-cyano-7-(6-(1-(hydroxyimino)propyl)-4-methylpyridin-3-yl)isoquinolin-3-yl)-2-fluorocyclopropane-1-carboxamide C(#N)C=1C=C2C=C(N=CC2=CC1C=1C=NC(=CC1C)C(CC)=NO)NC(=O)[C@H]1[C@H](C1)F